ClC1=CC=C(C=C1)[C@@H]1CN(C[C@H]1[N+](=O)[O-])C trans-3-(4-chlorophenyl)-1-methyl-4-nitropyrrolidine